CNC1=C(C=CC=C1Cl)Cl N-methyl-2,6-dichloroaniline